ClC(C(=O)NC1CN(CC(C1)(F)F)C1=C2N=CC=NC2=C(C=C1)C#N)C 2-Chloro-N-[1-(8-cyano-quinoxalin-5-yl)-5,5-difluoro-piperidin-3-yl]-propionamide